(R)-9-[2-(hydroxy)propyl]adenine O[C@@H](CN1C2=NC=NC(=C2N=C1)N)C